(S)-(morpholin-2-ylmethyl) carbamate C(N)(OC[C@@H]1CNCCO1)=O